ClC=1C=C(C(=CC1)C=1C(=CC=CC1)C1=CC=CC=C1)C(=O)O 4-chloro-[1,1':2',1''-terphenyl]-2-carboxylic acid